C(C=C)(=O)N1CCC(=CC1)C1=CNC=2N=CN=C(C21)C2=CC(=C(CNC(C1=CC=C(C=C1)C(C)(C)C)=O)C=C2)C N-(4-(5-(1-propenoyl-1,2,3,6-tetrahydropyridin-4-yl)-7H-pyrrolo[2,3-d]pyrimidin-4-yl)-2-methylbenzyl)-4-(tert-butyl)benzamide